3-[(1-Methylpiperidin-4-yl)oxy]-5-(5-methyl-1,3-thiazol-2-yl)-N-{(1R)-1-[6-(trifluoromethyl)pyridazin-3-yl]ethyl}benzamide CN1CCC(CC1)OC=1C=C(C(=O)N[C@H](C)C=2N=NC(=CC2)C(F)(F)F)C=C(C1)C=1SC(=CN1)C